C(C)(C)(C)OC(CCCCCCC(NO)=O)=O 7-(hydroxycarbamoyl)heptanoic acid tert-butyl ester